3-(3-cyano-4-((2-isopropyl-1H-imidazol-1-yl)methyl)phenyl)-5-isobutylthiophene C(#N)C=1C=C(C=CC1CN1C(=NC=C1)C(C)C)C1=CSC(=C1)CC(C)C